N-(2-((Cyclopropylamino)methyl)quinolin-8-yl)-4-(trifluoromethyl)benzenesulfonamide C1(CC1)NCC1=NC2=C(C=CC=C2C=C1)NS(=O)(=O)C1=CC=C(C=C1)C(F)(F)F